NC1=C(C=2C(=NC=C(C2S1)F)C=1C2=C(C=3C=NC(=NC3C1F)N1C[C@@H](CC1)N1CCN(CC1)CC)COC2)C#N 2-Amino-4-(3-((R)-3-(4-ethylpiperazin-1-yl)pyrrolidin-1-yl)-5-fluoro-7,9-dihydrofuro[3,4-f]quinazolin-6-yl)-7-fluorothieno[3,2-c]pyridine-3-carbonitrile